NC1=NC=C(C2=C1C(=C(N2C)C2=CC=C(C=C2)NC(C=C)=O)C2=CC=C(C=C2)OC2=NN(C(=C2)C(F)(F)F)C)C#N N-(4-(4-amino-7-cyano-1-methyl-3-(4-((1-methyl-5-(trifluoromethyl)-1H-pyrazol-3-yl)oxy)phenyl)-1H-pyrrolo[3,2-c]pyridin-2-yl)phenyl)acrylamide